C(C)(=O)NC=1C(=CC(=C(C1)NC(C1=C(C(=CC(=C1)NC(=O)[C@@H]1C([C@H]1C1=CC(=C(C=C1)F)C(F)(F)F)(Cl)Cl)C)Cl)=O)F)F N-(5-acetamido-2,4-difluorophenyl)-2-chloro-5-((1R,3R)-2,2-dichloro-3-(4-fluoro-3-(trifluoromethyl)phenyl)cyclopropane-1-carboxamido)-3-methylbenzamide